FC1=C(OCCOCCNC(OC(C)(C)C)=O)C=C(C=C1)CC(=O)NC=1SC(=C(N1)C=1C=C2CCNC2=CC1)C tert-butyl (2-(2-(2-fluoro-5-(2-((4-(indolin-5-yl)-5-methylthiazol-2-yl)amino)-2-oxoethyl)phenoxy)ethoxy)ethyl)carbamate